C[C@H]1CC[C@@H](N(C1)C(=O)OC(C)(C)C)C(\C=C\N(CC)CC)=O |r| tert-butyl rac-(2R,5S)-5-methyl-2-[rac-(E)-3-(diethylamino)prop-2-enoyl]piperidine-1-carboxylate